CC12N=CN([C@H]3[C@H](O)[C@H](O)[C@@H](CO)O3)C2=NC=NC1=O 5-Methylinosine